ClC1=CC=C(C=C1)N1N=C(C(=C1C1=CC(=CC=C1)C#N)C)C(=O)OCC Ethyl 1-(4-chlorophenyl)-5-(3-cyanophenyl)-4-methyl-1H-pyrazole-3-carboxylate